triethyl-tetraphenylphosphonium C(C)C1=C(C(=C(C=C1)[P+](C1=CC=CC=C1)(C1=CC=CC=C1)C1=CC=CC=C1)CC)CC